F[C@@H]1CN(CC1)C1=CC=C(C=N1)C1=CC(=NN1)CNC=1C=NC=CC1 (S)-N-((5-(6-(3-fluoropyrrolidin-1-yl)pyridin-3-yl)-1H-pyrazol-3-yl)methyl)pyridin-3-amine